4-(2-trimethoxysilylethyl)-1,3-dioxolan-2-one CO[Si](CCC1OC(OC1)=O)(OC)OC